FC=1C=C(C#N)C=C(C1)OC1=CC=C2C(C(C3(CCC(C1=C32)O)O)(F)F)(F)F 3-fluoro-5-((1,1,2,2-tetrafluoro-6,8a-dihydroxy-1,2,6,7,8,8a-hexahydroacenaphthylen-5-yl)oxy)benzonitrile